Br/C=C/C=1C(NC(N(C1)[C@H]1[C@@H](O)[C@H](O)[C@H](O1)CO)=O)=O (E)-5-(2-bromovinyl)-1-β-D-arabinofuranosyluracil